6-(tert-butyl) 2-methyl 6-azaspiro[3.4]octane-2,6-dicarboxylate C1C(CC12CN(CC2)C(=O)OC(C)(C)C)C(=O)OC